[Si](C)(C)(C(C)(C)C)OCC=1C=C(C=C(C1)OC)O 3-((tert-butyl(dimethyl)silyl)oxymethyl)-5-methoxy-phenol